N1=C2C(=CC=C1)OC1=C(C[C@@H]2CN)C=CC=C1 |o1:10| (R*)-(10,11-dihydrobenzo[6,7]oxepino[3,2-b]pyridin-11-yl)methanamine